tert-Butyl 2-(3-bromo-2-((tert-butyldimethylsilyloxy) methyl) phenyl)-2-hydroxyethyl(methyl)carbamate BrC=1C(=C(C=CC1)C(CN(C(OC(C)(C)C)=O)C)O)CO[Si](C)(C)C(C)(C)C